6-bromo-2-methyl-3H-isoindol-1-one BrC1=CC=C2CN(C(C2=C1)=O)C